FC1=C(C=C(C=C1)N1NC(C=2C=NC(=CC21)NC2=NC=C(C=C2)F)=O)OC 1-(4-fluoro-3-methoxyphenyl)-6-((5-fluoropyridin-2-yl)amino)-1,2-dihydro-3H-pyrazolo[4,3-c]pyridin-3-one